tert-butyl (2S,4S)-2-(2-(3-azidopropoxy)-4-(methoxycarbonyl)phenyl)-4-(prop-2-yn-1-yloxy)piperidine-1-carboxylate N(=[N+]=[N-])CCCOC1=C(C=CC(=C1)C(=O)OC)[C@H]1N(CC[C@@H](C1)OCC#C)C(=O)OC(C)(C)C